C(C1=CC=CC=C1)OC=1C(=NN(C1C1=NN=CN1CC1=CC=C(C=C1)OC)CCC#N)C 3-[4-benzyloxy-5-[4-[(4-methoxyphenyl)methyl]-1,2,4-triazol-3-yl]-3-methyl-pyrazol-1-yl]propionitrile